1,1'-dithiobis(4-methylpiperazine) CN1CCN(CC1)SSN1CCN(CC1)C